1-(3,4-bis(benzyloxy)phenyl)-3,3-dimethylbutan-2-amine C(C1=CC=CC=C1)OC=1C=C(C=CC1OCC1=CC=CC=C1)CC(C(C)(C)C)N